glyceryl stearate oleate linoleate C(CCCCCCC\C=C/C\C=C/CCCCC)(=O)O.C(CCCCCCC\C=C/CCCCCCCC)(=O)O.C(CCCCCCCCCCCCCCCCC)(=O)OCC(O)CO